5-nitro-1H-indol [N+](=O)([O-])C=1C=C2C=CNC2=CC1